CC(C(C(CCC)O)O)O 2,3,4-heptanetriol